ClC1=C(C=CC(=N1)C(CNC(=O)C1=NOC(=C1)C1=C(C=C(C=C1)F)F)(C)C=1C=NN(C1)C)OC N-[2-(6-chloro-5-methoxy-2-pyridyl)-2-(1-methylpyrazol-4-yl)propyl]-5-(2,4-difluorophenyl)isoxazole-3-carboxamide